(Z)-N-[2-chloro-3-(dimethylamino)allyl]-N-methylmethylammonium hexafluorophosphate F[P-](F)(F)(F)(F)F.Cl\C(\C[NH+](C)C)=C/N(C)C